8-fluoro-2,2-dimethyl-2H-benzo[e][1,3]thiazine FC1=CC=CC=2C=NC(SC21)(C)C